O1COC2=C1C=CC(=C2)CC2(NC(=NC(=C2)C2=CC=CC1=CC=CC=C21)N)N 4-(benzo[d][1,3]dioxol-5-ylmethyl)-6-(naphthalen-1-yl)pyrimidine-2,4-diamine